CC1=NC2=CC=CC=C2N=C1C 2,3-dimethylquinoxaline